C(C)(=O)N1CCC(CC1)NC1=CC(=NC(=N1)N1CCCC1)C(=O)NC[C@@H](O)[C@H]1N(CC2=CC(=CC=C2C1)O)C(=O)OC(C)(C)C tert-Butyl (3S)-3-[(1R)-2-[[6-[(1-acetyl-4-piperidyl)amino]-2-pyrrolidin-1-yl-pyrimidine-4-carbonyl]amino]-1-hydroxy-ethyl]-7-hydroxy-3,4-dihydro-1H-isoquinoline-2-carboxylate